N-[(1S)-2-[2-[3-[[3-carbamoyl-6-(dimethylamino)-5-ethyl-pyrazin-2-yl]amino]phenyl]ethylamino]-1-methyl-2-oxo-ethyl]-N-methyl-carbamic acid tert-butyl ester C(C)(C)(C)OC(N(C)[C@H](C(=O)NCCC1=CC(=CC=C1)NC1=NC(=C(N=C1C(N)=O)CC)N(C)C)C)=O